NC1=NC=NN2C1=C(C(=C2CC2=CC(=NO2)C2=C(C=CC=C2)F)C#N)C=2C=NC(=NC2)C(F)(F)F 4-amino-7-{[3-(2-fluorophenyl)-1,2-oxazol-5-yl]methyl}-5-[2-(trifluoromethyl)pyrimidin-5-yl]pyrrolo[2,1-f][1,2,4]triazine-6-carbonitrile